ClC1=CC=C(C=C1)[C@@H](CN1C(OC(=N1)CN1C=NC=2N=CN(C2C1=O)C)=O)F (S)-3-(2-(4-chlorophenyl)-2-fluoroethyl)-5-((7-methyl-6-oxo-6H-purin-1(7H)-yl)methyl)-1,3,4-oxadiazol-2(3H)-one